FC(OC=1C(=CC2=CC=CC=C2C1)CCNC1=CC=NC=N1)F 6-[2-(3-difluoromethoxy-naphthalen-2-yl)-ethylamino]-pyrimidin